FC(C1=CC=C(C=C1)NC(=O)C=1C(N(C2=CC=CC(=C2C1O)OC)C)=O)(F)F N-(4-trifluoromethylphenyl)-1,2-dihydro-4-hydroxy-5-methoxy-1-methyl-2-oxo-quinoline-3-carboxamide